2-(2-(4-((tert-butyldimethylsilyl)ethynyl)-5-methyl-2H-1,2,3-triazol-2-yl)ethyl)isoindoline-1,3-dione [Si](C)(C)(C(C)(C)C)C#CC1=NN(N=C1C)CCN1C(C2=CC=CC=C2C1=O)=O